FC1=CC=C2C(=CNC2=C1)CCNC(C1=C(C=C(C=C1)C)O)=O N-(2-(6-fluoro-1H-indol-3-yl)ethyl)-2-hydroxy-4-methylbenzamide